[P@@](=O)(OOC(CN(C)C)COC1=C(C=CC=C1)CCC1=CC(=CC=C1)OC)(OC(C)(C)C)F ((1-(dimethylamino)-3-(2-(3-methoxyphenethyl) phenoxy) propan-2-yl) oxy) methylisopropyl (S)-fluorophosphate